O1[C@H](COCC1)CN1N=CC(=C1C(=O)NC1=NC=C(C=C1C)C#CC1=CC(=CC=C1)F)Cl (S)-1-((1,4-dioxan-2-yl)methyl)-4-chloro-N-(5-((3-fluorophenyl)ethynyl)-3-methylpyridin-2-yl)-1H-pyrazole-5-carboxamide